C(=O)(OC(C)(C)C)N1C[C@H](OCC1)C(=O)O (S)-4-BOC-morpholin-2-carboxylic acid